Tert-butyl (2S,5R)-5-hydroxy-2-methylpiperidine-1-carboxylate O[C@@H]1CC[C@@H](N(C1)C(=O)OC(C)(C)C)C